tert-butyl 4-(2-benzyloxy-3-nitro-phenyl)piperazine-1-carboxylate C(C1=CC=CC=C1)OC1=C(C=CC=C1[N+](=O)[O-])N1CCN(CC1)C(=O)OC(C)(C)C